N6-{N-[(benzyloxy)carbonyl]-L-tyrosyl}-N2-{[(1S)-1,3-dicarboxypropyl]carbamoyl}-L-lysine C(C1=CC=CC=C1)OC(=O)N[C@@H](CC1=CC=C(C=C1)O)C(=O)NCCCC[C@H](NC(N[C@@H](CCC(=O)O)C(=O)O)=O)C(=O)O